N-((3-(7-(((3S,4R)-3-fluoro-1-methylpiperidin-4-yl)amino)-3-((E)-prop-1-en-1-yl)pyrazolo[1,5-a]pyridin-2-yl)-1,2,4-oxadiazol-5-yl)methyl)cyclopropanecarboxamide F[C@H]1CN(CC[C@H]1NC1=CC=CC=2N1N=C(C2\C=C\C)C2=NOC(=N2)CNC(=O)C2CC2)C